tert-butyl 3,3-difluoro-5-(((methylsulfonyl)oxy)methyl)piperidine-1-carboxylate FC1(CN(CC(C1)COS(=O)(=O)C)C(=O)OC(C)(C)C)F